ClC=1C=C(OCCC=2C=C3C(=CNC3=CC2)NC(C)=O)C=C(C1)C#N N-{5-[2-(3-chloro-5-cyanophenoxy)ethyl]-1H-indol-3-yl}acetamide